(2-chloro-6-methoxy-7-(3-(pyrrolidin-1-yl)propoxy)quinazolin-4-yl)-5-methyl-1,3,4-thiadiazol-2-amine ClC1=NC2=CC(=C(C=C2C(=N1)NC=1SC(=NN1)C)OC)OCCCN1CCCC1